C1(CCC1)C(=O)NC1=NC=CC(=C1)OC1=CC(=C(C=C1)NC(OC(C)(C)C)=O)F tert-butyl (4-((2-(cyclobutanecarboxamido)pyridin-4-yl)oxy)-2-fluorophenyl)carbamate